O[C@@H]1CN2C(OC1)=C(C=N2)S(=O)(N)=NC(NC2=C1C(=NC(=C2C)C(F)(F)F)CCC1)=O (6R)-6-hydroxy-N'-((3-methyl-2-(trifluoromethyl)-6,7-dihydro-5H-cyclopenta[b]pyridin-4-yl)carbamoyl)-6,7-dihydro-5H-pyrazolo[5,1-b][1,3]oxazine-3-sulfonimidamide